2-(5-amino-2-azabicyclo[2.2.2]octane-2-yl)-4-(4-cyano-3-fluorophenyl)-5-(3-hydroxy-4-methoxyphenyl)nicotinonitrile NC1C2CN(C(C1)CC2)C2=C(C#N)C(=C(C=N2)C2=CC(=C(C=C2)OC)O)C2=CC(=C(C=C2)C#N)F